4-(5-fluoro-4-(2-oxo-2,3-dihydrobenzo[d]oxazol-5-ylamino)pyrimidin-2-ylamino)-N-propylbenzamide formate salt C(=O)O.FC=1C(=NC(=NC1)NC1=CC=C(C(=O)NCCC)C=C1)NC=1C=CC2=C(NC(O2)=O)C1